Cl.COC1=C(C=CC(=N1)N1C(C2(CC1)CCNCC2)=O)C(F)(F)F 2-(6-methoxy-5-(trifluoromethyl)pyridin-2-yl)-2,8-diazaspiro[4.5]decan-1-one hydrochloride